ClC1=C(C=NN1C)C1=NC=CC(=N1)NC=1N=CC2=CC=CC(=C2C1)C(C)C 3-((2-(5-chloro-1-methyl-1H-pyrazol-4-yl)pyrimidin-4-yl)amino)-5-isopropylisoquinoline